C1(=CC=CC2=CC=CC=C12)CS=C(C=C)[O-] S-(1-naphthylmethyl)thioacrylate